C(C)(C)[C@@H]1N(CCN(C1)C)CC1=CC(=C2CNC(C2=C1)=O)C(F)(F)F (S)-6-((2-isopropyl-4-methylpiperazin-1-yl)methyl)-4-(trifluoromethyl)-isoindolin-1-one